C1=NC=CC2=C(C=CC=C12)OC1=CN=C(N=N1)N1CCC2(CC1)[C@@H](C1=CC=CC=C1C2)N (S)-1'-(6-(isoquinolin-5-yloxy)-1,2,4-triazin-3-yl)-1,3-dihydrospiro[inden-2,4'-piperidin]-1-amine